N=1C=NN2C1C=C(C=C2)OC2=CC(=C(C=C2C)NC2=NC=NC1=CC(=C(C=C21)OC2CN(CC2)C(C=C)=O)OC)OC 1-(3-((4-((4-([1,2,4]triazolo[1,5-a]pyridin-7-yloxy)-2-methoxy-5-methylphenyl)amino)-7-methoxyquinazolin-6-yl)oxy)pyrrolidin-1-yl)prop-2-en-1-one